S(=O)(=O)(O)O.C(C=C)C=1C=C(C(O)=CC1)O 4-allylcatechol sulfate